ClC1=NC=C2C(=N1)N(N=C2)C2CCN(CC2)C(=O)OC(C)(C)C tert-butyl 4-(6-chloropyrazolo[3,4-d]pyrimidin-1-yl)piperidine-1-carboxylate